F[C@H]1[C@@H]2CCC(C[C@H]1N(C=1N=CC(=NC1)C1=C(C=C(C=C1)[C@@H]1COCC1)O)C)N2 2-(5-{[(1S,2S,3R)-2-fluoro-8-azabicyclo[3.2.1]octan-3-yl](methyl)amino}pyrazin-2-yl)-5-[(3R)-oxolan-3-yl]phenol